N-[(2,6-dimethylphenyl)methylene]Hydroxylamine CC1=C(C(=CC=C1)C)C=NO